(4-tert-butyl)phenyl-(S)-2-((S)-2-cinnamyl-3-cyclohexylpropionamido)-3-((S)-2-oxopyrrolidin-3-yl)propane C(C)(C)(C)C1=CC=C(C=C1)C[C@H](C[C@H]1C(NCC1)=O)NC([C@@H](CC1CCCCC1)CC=CC1=CC=CC=C1)=O